ruthenium(III) nitrosyl chloride N(=O)Cl.[Ru+3]